NC1=NC=NC=2N1N=C(N2)C=2OC=CC2 7-amino-2-furan-2-yl[1,2,4]triazolo[1,5-a][1,3,5]triazin